diethylene glycol bis-(3,5-di-tert-butyl-4-hydroxy-phenyl)propionate C(C)(C)(C)C=1C=C(C=C(C1O)C(C)(C)C)C(C(=O)OCCOCCO)(C)C1=CC(=C(C(=C1)C(C)(C)C)O)C(C)(C)C